tert-butyl 4-((3-amino-6-bromopyrazin-2-yloxy)methyl)-5-cyclopropoxypyridin-2-ylcarbamate NC=1C(=NC(=CN1)Br)OCC1=CC(=NC=C1OC1CC1)NC(OC(C)(C)C)=O